rac-tert-butyl 3-(1-methyl-5-((2-(1-methylpyrrolidin-2-yl)imidazo[1,2-a]pyridin-6-yl)carbamoyl)-1H-indazol-3-yl)pyrrolidine-1-carboxylate CN1N=C(C2=CC(=CC=C12)C(NC=1C=CC=2N(C1)C=C(N2)C2N(CCC2)C)=O)C2CN(CC2)C(=O)OC(C)(C)C